FC(C1=CC=C(S1)C=1C=C(C(=NC1)C)CO)F [5-[5-(difluoromethyl)-2-thienyl]-2-methyl-3-pyridyl]methanol